C(C)(=O)O[C@@H]1CC2=CC[C@H]3[C@@H]4CC(C[C@@]4(CCNC(C4=CC=C(C=C4)Cl)=O)CC[C@@H]3[C@]2(CC1)C)=O (4-chlorobenzoylaminomethyl)-16-oxo-androsta-5-en-3beta-ol acetate